1-(2-chloro-5-fluoropyridin-3-yl)ethane-1-one ClC1=NC=C(C=C1C(C)=O)F